C(CCCCCCC\C=C/CCCCCCCC)(=O)OCC(COC(CCCCCCC\C=C/CCCCCCCC)=O)OC(CC(CCCCCCCCC(=O)N1C=CC2=C1N=CN=C2N(C)[C@H]2CN(CC[C@H]2C)C(CC#N)=O)C)=O 2-((12-(4-(((3R,4R)-1-(2-cyanoacetyl)-4-methylpiperidin-3-yl)(methyl)amino)-7H-pyrrolo[2,3-d]pyrimidin-7-yl)-3-methyl-12-oxododecanoyl)oxy)propane-1,3-diyl dioleate